S(N)(OCCC=1N(C2=CC=C(C=C2C1CN)F)C1CCN(CC1)[C@@H]1CC[C@@H](CC1)C(C)C)(=O)=O 2-(3-(aminomethyl)-5-fluoro-1-(1-(cis-4-isopropylcyclohexyl)piperidin-4-yl)-1H-indol-2-yl)ethyl sulfamate